4-[1-[2-[1-(6,7-dihydro-5H-pyrrolo[1,2-c]imidazol-1-yl)-2-ethoxy-2-oxo-ethyl]-7-fluoro-3-oxo-isoindolin-5-yl]pyrazol-4-yl]piperidine-1-carboxylic acid tert-butyl ester C(C)(C)(C)OC(=O)N1CCC(CC1)C=1C=NN(C1)C=1C=C2C(N(CC2=C(C1)F)C(C(=O)OCC)C1=C2N(C=N1)CCC2)=O